decafluoro-nonanoic acid FC(C(C(C(C(C(=O)O)(F)F)(F)F)(F)F)(F)F)(CCC)F